C1(CCC1)C=1C(=NN(C1NC(=O)NCC(F)F)C)C1CC(C1)(F)F 1-(4-cyclobutyl-3-(3,3-difluorocyclobutyl)-1-methyl-1H-pyrazol-5-yl)-3-(2,2-difluoroethyl)urea